2-[4-(4-chlorophenyl)-5-(pyridin-4-yl)-1H-imidazol-1-yl]-N-[(1-ethyl-1H-imidazol-2-yl)methyl]-N-methylacetamide ClC1=CC=C(C=C1)C=1N=CN(C1C1=CC=NC=C1)CC(=O)N(C)CC=1N(C=CN1)CC